NC1=NC=CC=C1C1=NC=2C(=NC(=CC2)C2=CC=CC=C2)N1C1=CC=C(CN2CC3(C2)CCN(CC3)C(=O)C=3C=CC(=C(C=O)C3)O)C=C1 5-(2-(4-(2-(2-aminopyridin-3-yl)-5-phenyl-3H-imidazo[4,5-b]pyridin-3-yl)benzyl)-2,7-diazaspiro[3.5]nonane-7-carbonyl)-2-hydroxybenzaldehyde